6-{[(2R,3R)-3-Methyl-3,4-dihydro-2H-pyrrol-2-yl]carbonyl}-L-lysine C[C@H]1[C@@H](N=CC1)C(=O)C(CCC[C@H](N)C(=O)O)N